(4-(difluoromethoxy)phenyl)-N-(6-((2R,6S)-2,6-dimethylmorpholinyl)-3-fluoropyridin-2-yl)pyridazin-3-amine FC(OC1=CC=C(C=C1)C1=C(N=NC=C1)NC1=NC(=CC=C1F)N1C[C@H](O[C@H](C1)C)C)F